sodium arsenate-HCl Cl.[As]([O-])([O-])([O-])=O.[Na+].[Na+].[Na+]